(3-(4-hydroxy-3,5-dimethoxyphenyl) acryloyl) succinate C(CCC(=O)[O-])(=O)OC(C=CC1=CC(=C(C(=C1)OC)O)OC)=O